N=C(NC(NC1=NC=CC(=C1N(C(OC(C)(C)C)=O)C)C(F)(F)F)=S)C1=NC=CC(=C1)OC(C)C tert-Butyl (2-(3-(imino(4-isopropoxypyridin-2-yl)methyl)thioureido) (trifluoromethyl)pyridin-3-yl)(methyl)carbamate